3-ethyl-4-methyl-2-oxo-3-pyrroline C(C)C=1C(NCC1C)=O